C(C1=CC=CC=C1)N1N=NC(=C1)COC=1C=C(C=CC1)NC(=O)C=1C=C2C=CC=NC2=CC1 N-(3-((1-benzyl-1H-1,2,3-triazol-4-yl)methoxy)phenyl)quinoline-6-carboxamide